dibenzoic acid [2,2'-bipyridine]-4-carboxylate N1=C(C=C(C=C1)C(=O)O)C1=NC=CC=C1.C(C1=CC=CC=C1)(=O)O.C(C1=CC=CC=C1)(=O)O